C(CCCC)OC=1C=C(C(=CC1)C=1C(=CC=CC1)C1=CC=CC=C1)C1=CC=CC=C1C(=O)OC methyl p-pentoxy-terphenyl-benzoate